C(C1=CC=CC=C1)N1C(C(=NC(=C1)CCCN[C@H]1[C@@H](C1)C1=CC=CC=C1)N1CC(N(CC1)C(=O)OC(C)(C)C)=O)=O tert-Butyl 4-(4-benzyl-3-oxo-6-(3-(((1R,2S)-2-phenylcyclopropyl)amino)propyl)-3,4-dihydropyrazin-2-yl)-2-oxopiperazine-1-carboxylate